(2,2,2-trifluoroethyl)benzo[b]thiophene 1,1-dioxide FC(CC1=CC2=C(S1(=O)=O)C=CC=C2)(F)F